((1-acetyl-3,3-difluoroindol-4-yl)sulfanyl)-5-amino-3-chloropyrazine-2-carbonitrile C(C)(=O)N1CC(C2=C(C=CC=C12)SC1=C(N=C(C(=N1)C#N)Cl)N)(F)F